3,4,5,6-tetrakis((4-(tert-butyl)phenyl)thio)phthalonitrile C(C)(C)(C)C1=CC=C(C=C1)SC1=C(C(C#N)=C(C(=C1SC1=CC=C(C=C1)C(C)(C)C)SC1=CC=C(C=C1)C(C)(C)C)SC1=CC=C(C=C1)C(C)(C)C)C#N